COC1=CC=C(CC2=C(C(=O)NN)C=CC=C2)C=C1 (4-methoxybenzyl)benzohydrazide